ClC=1C=2N(C=C(C1)S(=O)(=O)NC1(CC1)CF)C(=NC2)C=2OC(=NN2)C(F)F 8-chloro-3-(5-(difluoromethyl)-1,3,4-oxadiazol-2-yl)-N-(1-(fluoromethyl)cyclopropyl)imidazo[1,5-a]pyridine-6-sulfonamide